C(CC=C)[Si](Cl)(Cl)CCC=C di(3-butenyl)dichlorosilane